(2R,3R,4S)-2-(6-amino-8-(benzo[d]thiazol-2-yl)-2-(hex-1-yn-1-yl)-9H-purin-9-yl)tetrahydrothiophene-3,4-diol NC1=C2N=C(N(C2=NC(=N1)C#CCCCC)[C@@H]1SC[C@H]([C@H]1O)O)C=1SC2=C(N1)C=CC=C2